4-(3-(piperidin-4-yl)-1H-pyrazol-5-yl)pyridin N1CCC(CC1)C1=NNC(=C1)C1=CC=NC=C1